1-(4-(4-amino-1-isopropyl-1H-pyrazolo[3,4-d]pyrimidin-3-yl)-2-chlorophenyl)-3-(3-(tert-butyl)isoxazol-5-yl)urea NC1=C2C(=NC=N1)N(N=C2C2=CC(=C(C=C2)NC(=O)NC2=CC(=NO2)C(C)(C)C)Cl)C(C)C